FC1=CC=C(C=C1)C=1C=C2C(=NC1)NCN2CC=2C=NN(C2)C 6-(4-fluorophenyl)-1-[(1-methylpyrazol-4-yl)methyl]-3H-imidazo[4,5-b]Pyridine